C1=CC=CC=2C3=CC=CC=C3C(C12)COC(=O)N[C@@H](C1=C(C=C(C=C1)OC)OC)C1=CC=C(OCC(=O)O)C=C1 p-[(R,S)-α-[1-(9H-fluoren-9-yl)-methoxyformamido]-2,4-dimethyloxybenzyl]-phenoxyacetic acid